tert-Butyl (2S)-2-phenyl-4-(2,2,2-trifluoro-N-(1-methylcyclopropyl)acetamido)piperidine-1-carboxylate C1(=CC=CC=C1)[C@H]1N(CCC(C1)N(C(C(F)(F)F)=O)C1(CC1)C)C(=O)OC(C)(C)C